Cl.N[C@@H]1[C@@H](\C=C/C[C@H](CS[C@@H]2[C@@H]([C@H]([C@H]([C@@H]1O2)O)O)O)F)C (1R,4R,8R,9R,10R,11R,12S,13R,Z)-9-amino-4-fluoro-8-methyl-14-oxa-2-thiabicyclo[8.3.1]tetradec-6-ene-11,12,13-triol hydrochloride